OCC=1N=NN(C1)C1=CC=C(O[C@@H]2C[C@H](CCC2)C(=O)OC)C=C1 |r| (+/-)-methyl (1S,3S)-3-(4-(4-(hydroxymethyl)-1H-1,2,3-triazol-1-yl) phenoxy)cyclohexane-carboxylate